1-benzyl-2-(2-chloro-4-(2-(piperazin-1-yl)ethoxy)phenyl)-4-(1-methyl-cyclobutoxy)-1H-benzo[d]imidazole C(C1=CC=CC=C1)N1C(=NC2=C1C=CC=C2OC2(CCC2)C)C2=C(C=C(C=C2)OCCN2CCNCC2)Cl